C(C)OC(C(C(=O)NC=1C=NC(=C(C1)S(=O)C)C#N)(C)O)=O 3-[(6-cyano-5-(methylsulfinyl)pyridin-3-yl)amino]-2-hydroxy-2-methyl-3-oxo-propionic acid ethyl ester